C1=CC=CC2=C1C1=C(P(O2)=O)C=CC=C1 dibenzo[c,e][1,2]oxaphosphinine 6-oxide